3-iodo-1H-pyrazolo[4,3-d]pyrimidin-7-amine IC1=NNC2=C1N=CN=C2N